(1S,3aR,6aS)-N-((S)-4-(Benzyloxy)-3-oxo-1-((S)-2-oxopyrrolidin-3-yl)butan-2-yl)-2-(9-hydroxy-9H-fluorene-9-carbonyl)octahydrocyclopenta[c]pyrrole-1-carboxamide C(C1=CC=CC=C1)OCC([C@H](C[C@H]1C(NCC1)=O)NC(=O)[C@H]1N(C[C@H]2[C@@H]1CCC2)C(=O)C2(C1=CC=CC=C1C=1C=CC=CC21)O)=O